6-(1-ethoxyvinyl)-1-methyl-2,3-dioxo-2,3-dihydropyrido[2,3-b]pyrazine C(C)OC(=C)C=1C=CC2=C(NC(C(N2C)=O)=O)N1